(2-((6-(pyridin-3-yl)imidazo[1,2-a]pyridin-2-yl)amino)pyridin-4-yl)methanol N1=CC(=CC=C1)C=1C=CC=2N(C1)C=C(N2)NC2=NC=CC(=C2)CO